[Na].OCCC(C(=O)O)N1C=NCC1 (hydroxyethylcarboxymethyl)-2-imidazolin sodium